1-methoxy-2-(methoxymethyl)-2-methylheptane COCC(CCCCC)(C)COC